FC(OC1=CC=2N(C=C1)N=C(N2)N[C@@H]2C[C@H](CC2)NC2=CC=C(C=N2)N2C(C=CC=C2)=O)(F)F 6'-(((1S,3S)-3-((7-(trifluoromethoxy)-[1,2,4]triazolo[1,5-a]pyridin-2-yl)amino)cyclopentyl)amino)-2H-[1,3'-bipyridyl]-2-one